NC(C(C1=CC=CC=C1)SC1=C(C(=C(C(=N1)N(C)CC(C(=O)N)(C)O)C#N)CC)C#N)=O ((6-((2-amino-2-oxo-1-phenylethyl)thio)-3,5-dicyano-4-ethylpyridin-2-yl)(methyl)amino)-2-hydroxy-2-methylpropanamide